[Na].C(CCCCCCCCCCCCC)(=O)N(CC(=O)O)CCC(=O)O myristoyl-N-carboxyethyl-glycin sodium